FC1=CC=[N+](C=C1)[O-] 4-fluoropyridine 1-oxide